F[C@@H]1[C@@H](CNCC1)NC(OCCCC)=O butyl [(3R,4S)-4-fluoropiperidin-3-yl]carbamate